3-(2'-chloroethyl)-5,5-dimethyl-hydantoin ClCCN1C(NC(C1=O)(C)C)=O